N1=C(C=CC=C1C1=CC=C(C=C1C=1C(=C(C=C(C1)C(C)(C)C)C12CC3CC(CC(C1)C3)C2)[O-])OCCCCCCCC)C2=CC=C(C=C2C=2C(=C(C=C(C2)C(C)(C)C)C23CC1CC(CC(C2)C1)C3)[O-])OCCCCCCCC.C[Zr+2]C dimethylzirconium [6',6'''-(pyridine-2,6-diyl)bis(3'-octyloxy-3-(adamant-1-yl)-5-tert-butyl-[1,1'-biphenyl]-2-olate)]